COCCOCCOCCNC(C)=O N-[2-[2-(2-methoxy-ethoxy)-ethoxy]-ethyl]-acetamide